FC1(CN(CCC1NC=1N=CC=C2C1SC=C2CC(F)(F)F)C)F 7-((3,3-difluoro-1-methylpiperidin-4-yl)amino)-3-(2,2,2-trifluoroethyl)thieno[2,3-c]pyridin